ISOQUINOLINYL-TRIAZOLONE C1(=NC=CC2=CC=CC=C12)C=1C(N=NN1)=O